OC=1C=C(C=2OC3=CC=CC=C3C(C2)=O)C(=CC1)O 3',6'-dihydroxyflavone